cyclopropoxy glycidyl ether C(C1CO1)OOC1CC1